CN(CCN(C=1C(=CC(=C(C1)OC)NC1=NC=CC(=N1)N1C=CC2=CC(=CC=C12)F)N)C)C N1-(2-(Dimethylamino)ethyl)-N4-(4-(5-fluoro-1H-indol-1-yl)pyrimidin-2-yl)-5-methoxy-N1-methylbenzene-1,2,4-triamine